diacetoxymethoxymethyl-silane C(C)(=O)OC(OC[SiH3])OC(C)=O